ClC=1C(=C2C=NNC2=CC1C)C=1C(=NN(C1C)C1CC2(CN(C2)C(C=C)=O)C1)C1=CC=C(C=C1)N1CCS(CC1)(=O)=O 1-(6-(4-(5-chloro-6-methyl-1H-indazol-4-yl)-3-(4-(1,1-dioxidothiomorpholino)phenyl)-5-methyl-1H-pyrazol-1-yl)-2-azaspiro[3.3]heptan-2-yl)prop-2-en-1-one